5,6-dimethyl-4-(4,4,5,5-tetramethyl-1,3,2-dioxaborolan-2-yl)-1H-benzo[d]imidazol-2(3H)-one CC1=C(C2=C(NC(N2)=O)C=C1C)B1OC(C(O1)(C)C)(C)C